NC1=C(C(=NC=N1)C=1C(=C(C=C(C1)F)NC(C1=C(C=C(C=C1)C1CC1)F)=O)C)O N-(3-(6-amino-5-hydroxypyrimidin-4-yl)-5-fluoro-2-methylphenyl)-4-cyclopropyl-2-fluorobenzamide